1-(1-acetyl-azetidin-3-yl)-3-(2-(difluoromethoxy)-4-methylphenyl)-1-(2-isopropylphenyl)urea C(C)(=O)N1CC(C1)N(C(=O)NC1=C(C=C(C=C1)C)OC(F)F)C1=C(C=CC=C1)C(C)C